5-piperazin-1-yl-thiophene-2-carboxylic acid (4-piperazin-1-yl-phenyl)-amide hydrochloride Cl.N1(CCNCC1)C1=CC=C(C=C1)NC(=O)C=1SC(=CC1)N1CCNCC1